C5-amino-1-(4-methoxybenzyl)-6-oxo-1,6-dihydropyridazine-4-carbonitrile NC1=C(C=NN(C1=O)CC1=CC=C(C=C1)OC)C#N